Ethyl 2-[3-(tert-butoxycarbonylamino)cyclobutoxy]acetate C(C)(C)(C)OC(=O)NC1CC(C1)OCC(=O)OCC